2-(4-Bromoanilino)-6-(trifluoromethyl)nicotinic acid BrC1=CC=C(NC2=C(C(=O)O)C=CC(=N2)C(F)(F)F)C=C1